(R)-2-(1-(2-ethyl-6-(5-(hydroxymethyl)-1-methyl-1H-1,2,3-triazol-4-yl)pyridin-3-yl)piperidin-3-yl)acetic acid ethyl ester C(C)OC(C[C@@H]1CN(CCC1)C=1C(=NC(=CC1)C=1N=NN(C1CO)C)CC)=O